3-((2-((2-(4-(trifluoromethoxy)phenyl)-1H-benzo[d]imidazol-1-yl)methyl)benzyl)oxy)benzoic acid FC(OC1=CC=C(C=C1)C1=NC2=C(N1CC1=C(COC=3C=C(C(=O)O)C=CC3)C=CC=C1)C=CC=C2)(F)F